(4,1)-bipyrazole N1N=CC(=C1)N1N=CC=C1